5-fluoro-4-iodo-6-methyl-1-(tetrahydro-2H-pyran-2-yl)-1H-pyrazolo[3,4-b]pyridine FC=1C(=C2C(=NC1C)N(N=C2)C2OCCCC2)I